NC1=C(C=C(N=N1)C1=C(C=CC=C1)O)N1CC2CCC(C1)N2C2=CC(=NC=C2)C#CCN2CC(C2)OC2=CC=CC=C2 2-[6-amino-5-[8-[2-[3-(3-phenoxyazetidin-1-yl)prop-1-ynyl]-4-pyridyl]-3,8-diazabicyclo[3.2.1]octan-3-yl]pyridazin-3-yl]phenol